C(#N)C1(CCC1)C(=O)N1C[C@@H](N(C[C@H]1C)C=1C2=C(N=CN1)N(CC21CCC1)C1=CC(=CN=N1)C#N)C 6-[4-[(2S,5R)-4-(1-cyanocyclobutanecarbonyl)-2,5-dimethylpiperazin-1-yl]spiro[6H-pyrrolo[2,3-d]pyrimidine-5,1'-cyclobutane]-7-yl]pyridazine-4-carbonitrile